C(C)(=O)N[C@@H](CC(=O)O)C(=O)O ACETYL-ASPARTIC ACID